C1OCC12CN(C2)C2=NC=CC(=N2)COC2=CC=C(C=C2)C2(CCCC2)C2=CC=C(OC1CC(C1)NC=1C=C3C(N(C(C3=CC1)=O)C1C(NC(CC1)=O)=O)=O)C=C2 5-(((1s,3s)-3-(4-(1-(4-((2-(2-oxa-6-azaspiro[3.3]heptane-6-yl)pyrimidin-4-yl)methoxy)phenyl)cyclopentyl)phenoxy)cyclobutyl)amino)-2-(2,6-dioxopiperidin-3-yl)isoindolin-1,3-dione